C1(CC1)NC(CNC(=O)C1=CC2=C(C=N1)CN(C2)C2=NOC(C2)(C(F)(F)F)C2=CC(=CC(=C2)Cl)Cl)=O N-(2-(cyclopropylamino)-2-oxoethyl)-2-(5-(3,5-dichlorophenyl)-5-(trifluoromethyl)-4,5-dihydroisoxazol-3-yl)-2,3-dihydro-1H-pyrrolo[3,4-c]pyridine-6-carboxamide